Methyl 3-amino-5',6-dichloro-2',4'-difluoro-2-iodo-[1,1'-biphenyl]-4-carboxylate NC=1C(=C(C(=CC1C(=O)OC)Cl)C1=C(C=C(C(=C1)Cl)F)F)I